2-(hydroxymethyl)pyrrolidin OCC1NCCC1